(S)-1-(6-(4-((((2-chloro-4-morpholinothieno[3,2-d]pyrimidin-6-yl)methyl)(methyl)amino)methyl)phenyl)-2-methyl-3,4-dihydroquinolin-1(2H)-yl)ethan-1-one ClC=1N=C(C2=C(N1)C=C(S2)CN(C)CC2=CC=C(C=C2)C=2C=C1CC[C@@H](N(C1=CC2)C(C)=O)C)N2CCOCC2